2-Chloro-5-(5-iodo-1-methyl-1H-1,2,3-triazol-4-yl)pyridine ClC1=NC=C(C=C1)C=1N=NN(C1I)C